trans-N-(4-(4-(methylsulfonyl)phenoxy)cyclohexyl)-2-(4-chlorophenoxy)-2-methyl-propionamide CS(=O)(=O)C1=CC=C(O[C@@H]2CC[C@H](CC2)NC(C(C)(C)OC2=CC=C(C=C2)Cl)=O)C=C1